N1=CN=C(C=C1)C1=CC=C(C=C1)NC(C)=O N-(4-pyrimidin-4-ylphenyl)acetamide